(RS)-4-Chloro-2-fluoro-N-(4-morpholin-2-yl-phenyl)-benzamide ClC1=CC(=C(C(=O)NC2=CC=C(C=C2)[C@@H]2CNCCO2)C=C1)F |r|